α-hydroxyoctanic acid OC(C(=O)O)CCCCCC